C(=CCCCCCCCC)C(C(=O)O)CCC(=O)O decenyl-pentanedioic acid